C(C)(C)(C)OC(=O)N[C@H](C(=O)O)CO (2S)-2-[(tert-butoxycarbonyl)amino]-3-hydroxypropanoic acid